3-Acetyl-4-Hydroxybicyclo[3.3.1]non-3-en-2,9-dion C(C)(=O)C=1C(C2CCCC(C1O)C2=O)=O